BrC1=C(C(=C(C(=O)N2[C@H](CN(CC2)C(=O)OC(C)(C)C)CO)C=C1F)F)F tert-butyl (3R)-4-(4-bromo-2,3,5-trifluorobenzoyl)-3-(hydroxymethyl)-piperazine-1-carboxylate